CC(C(=C)N1C(N(C=2C1=CC=1C=CC=NC1C2)CCN2CC(CC2)OC(F)(F)F)=O)C 1-(3-methyl-1-buten-2-yl)-3-(2-(3-trifluoromethoxy-pyrrolidin-1-yl)ethyl)-1,3-dihydro-2H-imidazo[4,5-g]quinolin-2-one